NC=1N(N=C2CN(CCC21)CC)C(=O)[C@@H]2CCNC1=C(C=C(C=C21)F)C |o1:14| (R*)-(3-amino-6-ethyl-4,5,6,7-tetrahydropyrazolo[3,4-c]pyridin-2-yl)(6-fluoro-8-methyl-1,2,3,4-tetrahydroquinolin-4-yl)methanone